glycolylmorpholine C(CO)(=O)N1CCOCC1